C(C)NC(=O)N[C@@H](CCCNC(N)=N)C(=O)O ethylcarbamoylarginine